C1(CC1)N1N=CC(=C1)NC1=NN2C(C=CC=C2C=2C=NN(C2)C2(CN(C2)S(=O)(=O)CC)CC#N)=N1 2-(3-(4-(2-((1-cyclopropyl-1H-pyrazol-4-yl)amino)-[1,2,4]triazolo[1,5-a]pyridin-5-yl)-1H-pyrazol-1-yl)-1-(ethanesulfonyl)azetidin-3-yl)acetonitrile